OC1=C(C(N(C=C1)C)=O)NC(N[C@@H](CC(=O)OCC)C1=CC(=CC=C1)OC=1C=C(C=CC1)C)=O ethyl (S)-3-(3-(4-hydroxy-1-methyl-2-oxo-1,2-dihydropyridin-3-yl)ureido)-3-(3-(m-tolyloxy) phenyl)propanoate